sulfur ammonium salt [NH4+].[S+2]